CC=1C(=NOC1CN1N=C(C=CC1=O)C=1C=NC(=NC1)OCC(F)(F)F)C1=CC=CC=C1 2-((4-methyl-3-phenylisoxazol-5-yl)methyl)-6-(2-(2,2,2-trifluoroethoxy)pyrimidin-5-yl)pyridazin-3(2H)-one